C(C)(C)(C)OC(=O)N1C[C@H]([C@@H](C1)C(=O)OCC)C(=O)O (3S,4S)-1-(tert-butoxycarbonyl)-4-(ethoxycarbonyl)pyrrolidine-3-carboxylic acid